1,4-bis(2-hydroxyethyl)-1,4-dimethyltetrazene OCCN(N=NN(C)CCO)C